COC=1C=C(CCNC2=NC3=CC=CC=C3C(=N2)NCCN2CCN(CC2)C)C=CC1OC N2-(3,4-dimethoxyphenethyl)-N4-(2-(4-methylpiperazin-1-yl)ethyl)quinazoline-2,4-diamine